ClC=1C=C(C=C(C1)Cl)C1(CC(=NO1)N1CC2=C(C1)C=C(S2)C(=O)NC(C)C(C)C)C(F)(F)F 5-(5-(3,5-dichlorophenyl)-5-(trifluoromethyl)-4,5-dihydroisoxazol-3-yl)-N-(3-methylbutan-2-yl)-5,6-dihydro-4H-thieno[2,3-c]pyrrole-2-carboxamide